N-(1-(butylsulfonyl)piperidin-4-yl)-N-(pyridin-3-ylmethyl)isoquinoline-3-carboxamide C(CCC)S(=O)(=O)N1CCC(CC1)N(C(=O)C=1N=CC2=CC=CC=C2C1)CC=1C=NC=CC1